5-(1-((2-(3-ethylureido)-3-fluoropyridin-4-yl)methyl)piperidin-4-yl)-N,6-dimethylpicolinamide C(C)NC(NC1=NC=CC(=C1F)CN1CCC(CC1)C=1C=CC(=NC1C)C(=O)NC)=O